NC=1C=C(C(=C(C1)[C@@H](C)NC=1C2=C(C(NN1)=O)C=NC(=C2)Cl)F)C(F)F (R)-1-((1-(5-amino-3-(difluoromethyl)-2-fluorophenyl)ethyl)amino)-7-chloro-pyrido[3,4-d]pyridazin-4(3H)-one